N(=NC1(CCCCC1)C(=O)O)C1(CCCCC1)C(=O)O.N1C=NCC1 2-imidazoline 1,1'-azobis(1-cyclohexanecarboxylate)